FC(OC1=CC=C(C=C1)CO)F [4-(difluoromethoxy)phenyl]methanol